ClC1=C(C=CC=C1Cl)N1CCN(CC1)CCC1=CC=C(OCCCN2CCOCC2)C=C1 4-(3-(4-(2-(4-(2,3-dichlorophenyl)piperazin-1-yl)ethyl)phenoxy)propyl)morpholine